1-(4,5-dimethoxy-2-methyl-3,6-dioxocyclohexa-1,4-dien-1-yl)undecan-2-yl nitrate [N+](=O)(OC(CC1=C(C(C(=C(C1=O)OC)OC)=O)C)CCCCCCCCC)[O-]